2-hexylcyclopentanone C(CCCCC)C1C(CCC1)=O